methylenedioxymorpholine C1ON2C(COCC2)O1